ClC=1C(=NC(=NC1)NC)C1=CC=C2CN(C(C2=C1)=O)[C@@H](C(=O)N[C@H](CO)C1=CC(=CC=C1)C)C (2R)-2-{6-[5-chloro-2-(methylamino)pyrimidin-4-yl]-1-oxo-2,3-dihydro-1H-isoindol-2-yl}-N-[(1S)-2-hydroxy-1-(3-methylphenyl)ethyl]propionamide